C(N)(=O)C1=C(N(N=C1C1=C(C(=C(C=C1)CC(=O)NC1=CC(=NO1)C1CC(C1)(C)C)F)F)C(C)C)NC(OC(C)(C)C)=O tert-Butyl N-[4-carbamoyl-5-[4-[2-[[3-(3,3-dimethylcyclobutyl)isoxazol-5-yl]amino]-2-oxo-ethyl]-2,3-difluorophenyl]-2-isopropyl-pyrazol-3-yl]carbamate